C(C1=CC=CC=C1)N(CC#N)[C@H](CO)C1=CC=CC=C1 (S)-2-(benzyl(2-hydroxy-1-phenylethyl)amino)acetonitrile